C(=C)N1C(/C(/CC1)=C/C)=O 1-vinyl-3-(E)-ethylidene-pyrrolidone